11-allyl-5,6,6a,7-tetrahydro-4H-dibenzo[de,g]quinolin-2-ol hydrochloride Cl.C(C=C)C1=CC=CC2=C1C1=C3C(CCNC3C2)=CC(=C1)O